2-{[(5-ethyl-3-thienyl)carbonyl]amino}-3-thiophenecarboxamide C(C)C1=CC(=CS1)C(=O)NC=1SC=CC1C(=O)N